4-(4-(hydroxymethyl)-1-(tetrahydro-2H-pyran-2-yl)-1H-pyrazol-3-yl)-1'-methyl-spiro[cyclohexane-1,3'-indole] OCC=1C(=NN(C1)C1OCCCC1)C1CCC2(CN(C3=CC=CC=C23)C)CC1